ClC1=C(C=C(C=C1)COCC)C(=O)NC=1C=C(C2=C(NC(=N2)COC)C1)C(=O)NC1=C(C(=CC=C1)Cl)C 6-({[2-chloro-5-(ethoxymethyl)phenyl]carbonyl}amino)-N-(3-chloro-2-methylphenyl)-2-(methoxymethyl)-1H-benzimidazole-4-carboxamide